butyl 4-(9-methyl-6-morpholino-2-(3-phenyl-1H-pyrazol-1-yl)-9H-purin-8-yl)-2,3-dihydro-1H-pyrrole-1-carboxylate CN1C2=NC(=NC(=C2N=C1C=1CCN(C1)C(=O)OCCCC)N1CCOCC1)N1N=C(C=C1)C1=CC=CC=C1